C(C1=CC=CC=C1)N1CCN(CC1)C1=C(C=NC2=CC=CC=C12)NC(C1=CC=C(C=C1)Cl)=O N-(4-(4-benzylpiperazin-1-yl)quinolin-3-yl)-4-chlorobenzamide